tert-Butyl (S)-2-(aminooxy)-2-((R)-6-bromochroman-2-yl)propanoate NO[C@@](C(=O)OC(C)(C)C)(C)[C@@H]1OC2=CC=C(C=C2CC1)Br